N.[Ca] calcium ammonia